Ethyl (E)-3-(3-fluoro-5-iodophenyl)acrylate FC=1C=C(C=C(C1)I)/C=C/C(=O)OCC